CO[C@H]1C[C@H](N(C1)C)[C@H](C)O (1S)-1-[(2S,4S)-4-methoxy-1-methylpyrrolidin-2-yl]ethan-1-ol